15-bromo-13H-benzo[c]phenanthro[9,10-a]carbazole BrC1=CCC2=C3C4=C(C=5C(C3=NC2=C1)=C1C=CC=CC1=C1C=CC=CC15)C=CC=C4